C(=O)(O)C1=CC=C(OCCCCCCOC2=CC=C(C=C2)C(=O)O)C=C1 1,6-bis-(p-carboxyphenoxy)hexane